The molecule is a thiouridine that is 2-thiouridine bearing an additional carboxymethylaminomethyl substituent at position 5 on the thiouracil ring. It has a role as a Mycoplasma genitalium metabolite. It is a thiouridine and a glycine derivative. C1=C(C(=O)NC(=S)N1[C@H]2[C@@H]([C@@H]([C@H](O2)CO)O)O)CNCC(=O)O